CN1N=CC(=C1)C=1C=CC=2N(C1)N=CC2C2=CCC(CC2)CCC2=CC=CC=C2 6-(1-methyl-1H-pyrazol-4-yl)-3-(4-phenylethyl-cyclohex-1-en-1-yl)pyrazolo[1,5-a]pyridine